C[Co]C1=CC=CC=C1 methyl-phenyl-cobalt